FC1=CC=C(C=C1)C1=NN(C(=C1)CC(=O)OC)C methyl 2-[3-(4-fluorophenyl)-1-methyl-1H-pyrazol-5-yl]acetate